[I-].C(CCCC)[N+](C)(C)CCCCC diamyldimethyl-ammonium iodide